tert-butyl (R)-(3-(4-(5-chloro-7-((3-methylbutan-2-yl)amino)-[1,2,4]triazolo[1,5-a]pyrimidin-6-yl)-3,5-difluorophenyl)prop-2-yn-1-yl)(methyl)carbamate ClC1=NC=2N(C(=C1C1=C(C=C(C=C1F)C#CCN(C(OC(C)(C)C)=O)C)F)N[C@H](C)C(C)C)N=CN2